3-(1-methyl-pyrrolidine-2-yl)-acrylamide CN1C(CCC1)C=CC(=O)N